C1(CCC1)C=1C(=NN(C1NC(OC1CC(C1)(F)F)=O)C)C1CC2=CC=CC=C2C1 3,3-difluorocyclobutyl (4-cyclobutyl-3-(2,3-dihydro-1H-inden-2-yl)-1-methyl-1H-pyrazol-5-yl)carbamate